(2S)-2-[1-({5-[(4-bromo-2-chlorophenyl)amino]-4-fluoro-1-methyl-1H-benzimidazol-6-yl}carbonyl)-3-hydroxyazetidin-3-yl]Piperidine-1-carboxylic acid-1,1-dimethylethyl ester CC(C)(C)OC(=O)N1[C@@H](CCCC1)C1(CN(C1)C(=O)C=1C(=C(C2=C(N(C=N2)C)C1)F)NC1=C(C=C(C=C1)Br)Cl)O